1-(4-(2-methyl-3-(trifluoromethyl)phenyl)piperazin-1-yl)ethanon CC1=C(C=CC=C1C(F)(F)F)N1CCN(CC1)C(C)=O